(3,5,5-trimethylhexyl)octan-1-amine CC(CCC(CCCCCCC)N)CC(C)(C)C